tert-Butyl (4S)-2,2-dimethyl-4-{2-[2-(1,3,4,5-tetrahydro-2H-2-benzazepin-2-yl)quinolin-4-yl]ethyl}-1,3-oxazolidine-3-carboxylate CC1(OC[C@@H](N1C(=O)OC(C)(C)C)CCC1=CC(=NC2=CC=CC=C12)N1CC2=C(CCC1)C=CC=C2)C